2-Amino-7-fluoro-4-(5-fluoro-3-((R)-3-((3S,5S)-3,4,5-trimethylpiperazin-1-yl)pyrrolidin-1-yl)-7,9-dihydrofuro[3,4-f]quinazolin-6-yl)thieno[3,2-c]pyridine-3-carbonitrile NC1=C(C=2C(=NC=C(C2S1)F)C=1C2=C(C=3C=NC(=NC3C1F)N1C[C@@H](CC1)N1C[C@@H](N([C@H](C1)C)C)C)COC2)C#N